C(C1=CC(C(=O)OC2CC(NC(C2)(C)C)(C)C)=CC(C(=O)OC2CC(NC(C2)(C)C)(C)C)=C1)(=O)OC1CC(NC(C1)(C)C)(C)C tris(2,2,6,6-tetramethyl-4-piperidyl) trimesate